C(#N)C1=NC(=CC=C1NC(OC(C)(C)C)=O)P(=O)(C)C tert-butyl (2-cyano-6-(dimethylphosphoryl)pyridin-3-yl)carbamate